2-(5-(2-(3-Fluoroazetidin-1-yl)ethyl)-2-oxopyridin-1(2H)-yl)-4-methylpentanoic acid FC1CN(C1)CCC=1C=CC(N(C1)C(C(=O)O)CC(C)C)=O